N'-((1R,2R,3S)-2-hydroxy-3-(10H-phenoxazin-10-yl)cyclohexyl)-N-methyl-4-(trifluoro-methoxy)benzenesulfonimidoamide O[C@H]1[C@@H](CCC[C@@H]1N1C2=CC=CC=C2OC=2C=CC=CC12)N=S(=O)(NC)C1=CC=C(C=C1)OC(F)(F)F